BrC1=C(C=CC=C1)C=1OC=2N=C3N(C(C2N1)=O)CCCC3 2-(2-bromophenyl)-5,6,7,8-tetrahydro-10H-oxazolo[5,4-D]pyrido[1,2-a]pyrimidin-10-one